C(C)(C)N1[C@@H](CCC1)CNC(=O)C1=CN(C(C=2N1C=1C=CC=CC1C2C)=O)[C@@H]2COCC2 N-(((S)-1-isopropylpyrrolidin-2-yl)methyl)-10-methyl-1-oxo-2-((S)-tetrahydrofuran-3-yl)-1,2-dihydropyrazino[1,2-a]indole-4-carboxamide